C1(CC1)CN[C@H]1CN(CCC1)C1=CC(N(C=C1)C(C)C1=CN=C(O1)C1=NC(=CN=C1)N1CCCC1)=O 4-((R)-3-((cyclopropylmethyl)amino)piperidin-1-yl)-1-(1-(2-(6-(pyrrolidin-1-yl)pyrazin-2-yl)oxazol-5-yl)ethyl)pyridin-2(1H)-one